(1S,3S)-3-((2-cyclopropyl-6-(1-methyl-5-((((4-nitrophenoxy)carbonyl)oxy)methyl)-1H-1,2,3-triazol-4-yl)pyridin-3-yl)oxy)cyclohexane C1(CC1)C1=NC(=CC=C1OC1CCCCC1)C=1N=NN(C1COC(=O)OC1=CC=C(C=C1)[N+](=O)[O-])C